1-bromo-3-methylsulfonyl-5-(trifluoro-methyl)benzene BrC1=CC(=CC(=C1)C(F)(F)F)S(=O)(=O)C